O=C1C=C(OC2=C(C=C(C=C12)C(F)(F)F)C(C)NC1=C(C(=O)O)C=CC=C1)C1=NC=CC=C1 2-[1-[4-Oxo-2-(2-pyridyl)-6-(trifluoromethyl)chromen-8-yl]ethylamino]benzoic acid